ClC1=CC=CC=2C(=NC(SC21)(C)C)C=2C=NC1=C(C=CC=C1C2)F 8-chloro-4-(8-fluoro-3-quinolyl)-2,2-dimethyl-1,3-benzothiazine